(2-pyridylmethyl)-1,3-xylylenediamine N1=C(C=CC=C1)CNCC=1C=C(C=CC1)CN